C(C)(C)(C)OC(=O)NC1CCC(CC1)N(C(OC(C)(C)C)=O)CC(C1=CC=CC=C1)C1=CC(=C(C=C1)Cl)B1OC(C(O1)(C)C)(C)C tert-butyl ((1r,4r)-4-((tert-butoxycarbonyl)amino)cyclohexyl)(2-(4-chloro-3-(4,4,5,5-tetramethyl-1,3,2-dioxaborolan-2-yl)phenyl)-2-phenylethyl)carbamate